(E)-N-fluorenylmethoxycarbonyl-N'-trityl-L-asparagine C1(=CC=CC=2C3=CC=CC=C3CC12)COC(=O)N[C@@H](CC(NC(C1=CC=CC=C1)(C1=CC=CC=C1)C1=CC=CC=C1)=O)C(=O)O